CC1=C(C(=O)OC)C=C(C=C1Br)C methyl 2,5-dimethyl-3-bromobenzoate